CC1=CC(=NO1)C(=O)NCCCC1=CC=C(C=C1)C=1C=C2C=NN(C2=CC1)C 5-methyl-N-(3-(4-(1-methyl-1H-indazol-5-yl)phenyl)propyl)isoxazole-3-carboxamide